(S)-2-amino-3-methyl-butyric acid (2R,3R,11bR)-3-isobutyl-9,10-dimethoxy-1,3,4,6,7,11b-hexahydro-2H-pyrido[2,1-a]isoquinolin-2-yl ester ditosylate S(=O)(=O)(O)C1=CC=C(C)C=C1.S(=O)(=O)(O)C1=CC=C(C)C=C1.C(C(C)C)[C@H]1[C@@H](C[C@H]2N(CCC3=CC(=C(C=C23)OC)OC)C1)OC([C@H](C(C)C)N)=O